C123[C@@H](CC(CC1)C2(C)C)NS(=O)(=O)C3 (2r)-bornane-10,2-sultam